C1=CC=CC=2[Hg]C3=CC=CC=C3[Hg]C12 mercuranthrene